FC(CN1C(=NC=2C1=NC(=CC2)C2=CNC=1N=C(N=C(C12)NC)NC1CCC(CC1)C(=O)N1CCCC1)C)F ((1r,4r)-4-((5-(3-(2,2-difluoroethyl)-2-methyl-3H-imidazo[4,5-b]pyridin-5-yl)-4-(methylamino)-7H-pyrrolo[2,3-d]pyrimidin-2-yl)amino)cyclohexyl)(pyrrolidin-1-yl)methanone